1,3,5-tris(2-mercaptoethylthio)benzene butyl-(1-(6-(hydroxymethyl)-4-methylpyridin-2-yl)azetidin-3-yl)(methyl)carbamate C(CCC)OC(N(C)C1CN(C1)C1=NC(=CC(=C1)C)CO)=O.SCCSC1=CC(=CC(=C1)SCCS)SCCS